perylene-amidine C1(=CC=C2C=CC=C3C4=CC=CC5=CC=CC(C1=C23)=C45)C(=N)N